N-[(1S)-1-(3-chlorophenyl)-2-hydroxyethyl]-4-[5-chloro-2-(propan-2-ylamino)-pyridin-4-yl]-1H-pyrrole-2-carboxamide ClC=1C=C(C=CC1)[C@@H](CO)NC(=O)C=1NC=C(C1)C1=CC(=NC=C1Cl)NC(C)C